6-[2-(3,4-difluoro-2-methoxy-phenoxy)-5-fluoro-4-(trifluoromethyl)phenyl]-N,2-dimethyl-4-oxo-1,4-dihydropyridine-3-sulfonamide FC=1C(=C(OC2=C(C=C(C(=C2)C(F)(F)F)F)C2=CC(C(=C(N2)C)S(=O)(=O)NC)=O)C=CC1F)OC